dimethyl (((5'-methyl-4-pentyl-2'-(prop-1-en-2-yl)-[1,1'-biphenyl]-2,6-diyl)bis(oxy))bis(methylene))bis(phenylcarbamate) CC=1C=CC(=C(C1)C1=C(C=C(C=C1OCN(C(OC)=O)C1=CC=CC=C1)CCCCC)OCN(C(OC)=O)C1=CC=CC=C1)C(=C)C